C1(CCCC2=CC=CC=C12)C=O 1,2,3,4-tetrahydro-1-naphthaldehyde